C(C)(=O)N[C@@H](CCCCNC(=O)OCC[Si](C)(C)C)C(=O)N[C@@H](C)C(=O)N[C@@H](C)C(=O)N[C@@H](CC(N)=O)C(=O)O N2-Acetyl-N6-{[2-(trimethylsilyl)ethoxy]carbonyl}-L-lysyl-L-alanyl-L-alanyl-L-asparagine